C1(CC1)C1=C(C(=NO1)C1=C(C=CC=C1Cl)Cl)CO[C@H]1[C@@H]2CN([C@H](C1)C2)C=2C=C1CCC(CC1=CC2)C(=O)OCC ethyl 6-[(1S,4S,5R)-5-[[5-cyclopropyl-3-(2,6-dichlorophenyl)-1,2-oxazol-4-yl]methoxy]-2-azabicyclo[2.2.1]heptan-2-yl]-1,2,3,4-tetrahydronaphthalene-2-carboxylate